5-ethylsulfanyl-2-iodo-6-[3-methyl-6-(trifluoromethyl)imidazo[4,5-b]pyridin-2-yl]pyridin-3-ol methyl-o-anisate CC1=C(C(C(=O)OC=2C(=NC(=C(C2)SCC)C2=NC=3C(=NC=C(C3)C(F)(F)F)N2C)I)=CC=C1)OC